3,6-dimethyl-3H-benzofuran-2-one CC1C(OC2=C1C=CC(=C2)C)=O